3-[(4-fluorophenoxy)methyl]-1H-1,2,4-triazole-5(4H)-thione FC1=CC=C(OCC2=NNC(N2)=S)C=C1